4-(5-{4-[(S)-1-(3-fluoro-propyl)-pyrrolidin-3-yloxy]-phenyl}-2-hydroxy-8,9-dihydro-7H-benzocyclohepten-6-yl)-3,6-dihydro-2H-pyridine-1-carboxylic acid tert-butyl ester C(C)(C)(C)OC(=O)N1CCC(=CC1)C1=C(C2=C(CCC1)C=C(C=C2)O)C2=CC=C(C=C2)O[C@@H]2CN(CC2)CCCF